rac-(1S,2R,4S)-2-acetoxy-4-(5-(((benzyloxy)carbonyl)amino)-1-(tert-butyl)-1H-pyrazol-3-yl)cyclopentyl 4-nitrobenzoate [N+](=O)([O-])C1=CC=C(C(=O)O[C@@H]2[C@@H](C[C@@H](C2)C2=NN(C(=C2)NC(=O)OCC2=CC=CC=C2)C(C)(C)C)OC(C)=O)C=C1 |r|